N-(5-chloro-2-methyl-6-(2H-1,2,3-triazol-2-yl)pyridin-3-yl)-1-(1-oxo-1,2-dihydroisoquinolin-5-yl)-5-(trifluoromethyl)-1H-pyrazole-4-carboxamide ClC=1C=C(C(=NC1N1N=CC=N1)C)NC(=O)C=1C=NN(C1C(F)(F)F)C1=C2C=CNC(C2=CC=C1)=O